(E)-4-(dimethylamino)-1-(4-((3-methyl-4-((6-methylpyridin-3-yl)oxy)phenyl)amino)-5,7-dihydro-6H-pyrrolo[3',4':4,5]thieno[2,3-d]pyrimidin-6-yl)but-2-en-1-one CN(C/C=C/C(=O)N1CC2=C(SC=3N=CN=C(C32)NC3=CC(=C(C=C3)OC=3C=NC(=CC3)C)C)C1)C